4,6-dichloro-N-((S)-1-(((S)-1-cyano-2-((S)-2-oxopiperidin-3-yl)ethyl)amino)-4,4-dimethyl-1-oxopentan-2-yl)-1H-indole-2-carboxamide ClC1=C2C=C(NC2=CC(=C1)Cl)C(=O)N[C@H](C(=O)N[C@@H](C[C@H]1C(NCCC1)=O)C#N)CC(C)(C)C